2-(3,3-difluorocyclopentyl)-2-(4-(2-methyl-2H-tetrazol-5-yl)phenyl)acetic acid FC1(CC(CC1)C(C(=O)O)C1=CC=C(C=C1)C=1N=NN(N1)C)F